N-methyl-isonicotinic acid ethyl ester C(C)OC(C1=CCN(C=C1)C)=O